3-(pyridin-3-yl)quinazoline-2,4(1H,3H)-dione N1=CC(=CC=C1)N1C(NC2=CC=CC=C2C1=O)=O